(S)-5-(3-nitrophenyl)-N-(piperidin-3-yl)-3-ureidothiophene-2-carboxamide [N+](=O)([O-])C=1C=C(C=CC1)C1=CC(=C(S1)C(=O)N[C@@H]1CNCCC1)NC(=O)N